NC1=CC=C(CCNC(=O)C2=CC=C(C=C2)NC(=O)C2=CC=C(CN(C(=O)C=3C=CC4=C(OCC(N4)=O)C3)C3CC3)C=C2)C=C1 N-(4-((4-((4-aminophenethyl)carbamoyl)phenyl)carbamoyl)benzyl)-N-cyclopropyl-3-oxo-3,4-dihydro-2H-benzo[b][1,4]oxazine-7-carboxamide